N-(4-(1-(5-((S)-2-((S)-2-amino-3-methylbutanamido)propanamido)pentyl)-4-methyl-6-oxo-1,4,5,6-tetrahydropyridazin-3-yl)phenyl)-1,3-dihydro-2H-pyrrolo[3,4-c]pyridine-2-carboxamide N[C@H](C(=O)N[C@H](C(=O)NCCCCCN1N=C(C(CC1=O)C)C1=CC=C(C=C1)NC(=O)N1CC=2C=NC=CC2C1)C)C(C)C